1-iodo-3-methylbicyclo[1.1.1]pentane IC12CC(C1)(C2)C